(chloromethyl)cyclobutene ClCC1=CCC1